ClC1=C(CNCC[C@]2(CCOC3(C2)CCOCC3)C3=NC=C(C=C3)F)C=CC=C1Cl (R)-N-(2,3-dichlorobenzyl)-2-(4-(5-fluoropyridin-2-yl)-1,9-dioxaspiro[5.5]undecan-4-yl)ethan-1-amine